3,4,4,5,5,6,6,6-octafluoro-2-hexene FC(=CC)C(C(C(F)(F)F)(F)F)(F)F